C(#N)CCN1N=CC(=C1)C=1C=NC=2C=CN3C(C2C1)=NC(=C3C(=O)N)C3=C(C=CC=C3Cl)Cl 9-(1-(2-Cyanoethyl)-1H-pyrazol-4-yl)-2-(2,6-dichlorophenyl)imidazo[2,1-f][1,6]naphthyridine-3-carboxamide